C(CCCCCCCCCCCCCCCCCCCCCCCCCCCCCCCCCCCCCC)(=O)OCCCCCCCC\C=C/C[C@H](O)CCCCCC ricinoleyl nonatriacontanoate